ClC=1C(N(C(=CC1OC([2H])([2H])C1=NC=C(C=C1F)F)C)C1=CC(=NC=C1C)N1N=C(C(=C1)C)C(C)(C)O)=O (S)-3-chloro-4-((3,5-difluoropyridin-2-yl)methoxy-d2)-2'-(3-(2-hydroxypropan-2-yl)-4-methyl-1H-pyrazol-1-yl)-5',6-dimethyl-2H-[1,4'-bipyridin]-2-one